FC1=C(CN2C(=NC=3C2=NC(=CN3)C=3C2=C(C(N(C3)C)=O)NC=C2)C)C=CC(=C1)Cl 4-(1-(2-fluoro-4-chlorobenzyl)-2-methyl-1H-imidazo[4,5-b]pyrazin-6-yl)-6-methyl-1H-pyrrolo[2,3-c]pyridin-7(6H)-one